dilaurylphosphate-glycerol OCC(O)CO.C(CCCCCCCCCCC)OP(=O)(OCCCCCCCCCCCC)O